C(CCCCCCC\C=C/CCCCCCCC)(=O)OCCCCCCCCCCCCCC myristyl oleate